C(=CC1=CC=CC=C1)OS(=O)(=O)C1=C(C=CC=C1S(=O)(=O)OC=CC1=CC=CC=C1)C1=CC=CC=C1.[Na].[Na] disodium distyrylbiphenyl-disulphonate